NC=1C=C(C(=O)NCC2=CC=C(C=C2)C(C)(C)C)C=CC1C(C)(C)O 3-amino-N-(4-(tert-butyl)benzyl)-4-(2-hydroxypropan-2-yl)benzamide